5-bromo-1-methylindazole-3-carboxylic acid BrC=1C=C2C(=NN(C2=CC1)C)C(=O)O